6-Chloro-5-(2-chloro-benzylsulfanyl)-1H-benzoimidazol ClC=1C(=CC2=C(NC=N2)C1)SCC1=C(C=CC=C1)Cl